BrC=1C=C2C(=CN(C2=CC1)C(=O)OCCCP(=O)(=O)O)/C(=C/C1=C(C=CC(=C1)OC)C#N)/C#N 3-[hydroxy(dioxo)-lambda6-phosphanyl]propyl 5-bromo-3-[(Z)-1-cyano-2-(2-cyano-5-methoxy-phenyl)vinyl]indole-1-carboxylate